methyl N-[4-methyl-5-({4-[(2S)-2-{[8-(5-methylpyrazin-2-yl)quinazolin-4-yl]amino}propyl]piperazin-1-yl}sulfonyl)-1,3-thiazol-2-yl]carbamate CC=1N=C(SC1S(=O)(=O)N1CCN(CC1)C[C@H](C)NC1=NC=NC2=C(C=CC=C12)C1=NC=C(N=C1)C)NC(OC)=O